4-(4-Hydroxy-3,5-diisopropylphenyl)-1(2H)-phthalazinone OC1=C(C=C(C=C1C(C)C)C1=NNC(C2=CC=CC=C12)=O)C(C)C